ClC(=C(Cl)F)F 1,2-dichloro-difluoroethylene